1-(tert-butyl) 2-methyl (2S,4S)-4-((methylsulfonyl)oxy)pyrrolidine-1,2-dicarboxylate CS(=O)(=O)O[C@H]1C[C@H](N(C1)C(=O)OC(C)(C)C)C(=O)OC